N-methyl-3-(1-methylimidazol-4-yl)-4-[(5-vinyl-2-pyridinyl)amino]Benzenesulfonamide CNS(=O)(=O)C1=CC(=C(C=C1)NC1=NC=C(C=C1)C=C)C=1N=CN(C1)C